O1C(C=CC=C1CO)CO 6-pyrandimethanol